dibromo (diethyl 5-dibromomethylpyridine-2,3-dicarboxylate) C(C)C1=C(C(=C(C(=N1)C(=O)OBr)C(=O)OBr)CC)C(Br)Br